2-{[(1R)-1-(4-chlorophenyl)-7-fluoro-5-[1-(4-fluoropiperidin-4-yl)-1-hydroxypropyl]-3-oxo-1-[(3S)-oxolan-3-yloxy]-2,3-dihydro-1H-isoindol-2-yl]methyl}pyrimidine-5-carbonitrile ClC1=CC=C(C=C1)[C@@]1(N(C(C2=CC(=CC(=C12)F)C(CC)(O)C1(CCNCC1)F)=O)CC1=NC=C(C=N1)C#N)O[C@@H]1COCC1